C(C)(C)(C)C1=C(N=C(S1)C(=O)O)C 5-tertiary butyl-4-methylthiazole-2-carboxylic acid